5-(1-Benzofuran-5-sulfonyl)-N-(3-methoxypropyl)-1H,2H,3H,4H,5H,6H-pyrrolo[3,4-c]pyrrole-2-carboxamide O1C=CC2=C1C=CC(=C2)S(=O)(=O)N2CC1=C(C2)CN(C1)C(=O)NCCCOC